tert-butyl 4-(2-(4-cyano-2-fluorophenyl)-2,3-dihydrobenzofuran-7-yl)piperidine-1-carboxylate C(#N)C1=CC(=C(C=C1)C1OC2=C(C1)C=CC=C2C2CCN(CC2)C(=O)OC(C)(C)C)F